FC=1C=C(C=C(C1F)OC)C=1C(=NC(=NC1)NC=1C=NN(C1)C)NC=1C=C(C=CC1F)NC(C=C)=O N-(3-((5-(3,4-difluoro-5-methoxyphenyl)-2-((1-methyl-1H-pyrazol-4-yl)amino)pyrimidin-4-yl)amino)-4-fluorophenyl)acrylamide